COC(=O)C1=C(SC(=C1C)C(NCCNC(CN)=O)=O)C(C(CC)C1=CC=C(C=C1)F)=O 5-((2-(2-Aminoacetamido)ethyl)carbamoyl)-2-(2-(4-fluorophenyl)butyryl)-4-methylthiophene-3-carboxylic acid methyl ester